NC1=C(C=2C(=NN(C2C(=O)O)CC)N1C1=C(C(=CC=C1C)O)C)C(N)=O 5-amino-4-carbamoyl-2-ethyl-6-(3-hydroxy-2,6-dimethylphenyl)-2,6-dihydropyrrolo[2,3-c]pyrazole-3-carboxylic acid